N=1C(=NC=2C1C=CC(C2)=O)NC(=O)C2=CC1=CC=CC=C1C=C2O N-(5-benzimidazolonyl)-3-hydroxy-2-naphthamide